N-(4-(1-hydroxy-2-methylpropan-2-yl)-3,4-dihydro-2H-benzo[b][1,4]oxazin-7-yl)acetamide OCC(C)(C)N1C2=C(OCC1)C=C(C=C2)NC(C)=O